1-((3-(trifluoromethyl)benzyl)sulfonyl)piperidin-4-ol Tert-butyl-(1R,5S)-3-(2-amino-3-methoxycarbonyl-phenyl)-3,8-diazabicyclo[3.2.1]octane-8-carboxylate C(C)(C)(C)[C@@]12CN(C[C@H](CC1)N2C(=O)OC2CCN(CC2)S(=O)(=O)CC2=CC(=CC=C2)C(F)(F)F)C2=C(C(=CC=C2)C(=O)OC)N